FC1=C(C(=O)NC2=NC=CC(=C2)C(F)(F)F)C=CC=C1 2-fluoro-N-(4-(trifluoromethyl)pyridin-2-yl)benzamid